C1(CC1)OC1=NC(=NS1)C1(CCNCC1)C 4-[5-(cyclopropyloxy)-1,2,4-thiadiazol-3-yl]-4-methylpiperidine